(S)-4-((2-methoxyethyl)(4-(5,6,7,8-tetrahydro-1,8-naphthyridin-2-yl)butyl)amino)-2-(1-phenylcyclopropane-1-carboxamido)butanoic acid COCCN(CC[C@@H](C(=O)O)NC(=O)C1(CC1)C1=CC=CC=C1)CCCCC1=NC=2NCCCC2C=C1